(S)-N-(3-(2-((2-fluoro-3-(methylsulfonyl)phenyl)amino)-5-methylpyrimidin-4-yl)-1H-indol-7-yl)-3-methoxy-2-(4-methyl-1,4-diazepan-1-yl)propanamide FC1=C(C=CC=C1S(=O)(=O)C)NC1=NC=C(C(=N1)C1=CNC2=C(C=CC=C12)NC([C@H](COC)N1CCN(CCC1)C)=O)C